1-(5Z,8Z,11Z,14Z,17Z-eicosapentaenoyl)-2-(8Z,11Z,14Z-eicosatrienoyl)-glycero-3-phospho-(1'-sn-glycerol) CCCCC/C=C\C/C=C\C/C=C\CCCCCCC(=O)O[C@H](COC(=O)CCC/C=C\C/C=C\C/C=C\C/C=C\C/C=C\CC)COP(=O)(O)OC[C@H](CO)O